COC1=CC(=CC(=N1)NCC1=CC=C(C=C1)OC)C1=NN=NN1 6-methoxy-N-(4-methoxybenzyl)-4-(1H-tetrazol-5-yl)pyridin-2-amine